1,3,4,5,6,7-hexamethyl-4,5,6,7-tetrahydroindenyl-titanium trimethoxide C[O-].C[O-].C[O-].CC1C(=C(C=2C(C(C(C(C12)C)C)C)C)C)[Ti+3]